(2-amino-6-(4-methyl-1H-pyrrolo[2,3-b]pyridin-5-yl)imidazo[1,2-a]pyridin-3-yl)(pyrrolidin-3-yl)methanone NC=1N=C2N(C=C(C=C2)C=2C(=C3C(=NC2)NC=C3)C)C1C(=O)C1CNCC1